CC1=C(C(=CC=C1)C)N1C(N(C2=C(C1)C=NC(=N2)NC=2C=CC(=C(C2)CC(=O)O)N2CCN(CC2)C)CCCCO)=O 2-(5-((6-(2,6-dimethylphenyl)-8-(4-hydroxybutyl)-7-oxo-5,6,7,8-tetrahydropyrimido[4,5-d]pyrimidin-2-yl)amino)-2-(4-methylpiperazin-1-yl)phenyl)acetic acid